CN(C1=NC=CC=C1CNC1=NC(=NC=C1C(F)(F)F)N[C@H]1CC[C@H](CC1)C(=O)OCC)S(=O)(=O)C ethyl cis-4-({4-[({2-[methyl(methylsulfonyl)amino]pyridin-3-yl}methyl)amino]-5-(trifluoromethyl)pyrimidin-2-yl}amino)cyclohexanecarboxylate